fluoronaphthalen-1-amine FC1=C(C2=CC=CC=C2C=C1)N